butyl (1R,5S)-7-oxo-3-oxa-9-azabicyclo[3.3.1]nonane-9-carboxylate O=C1C[C@H]2COC[C@@H](C1)N2C(=O)OCCCC